CCCCC/C=C\CCCCCCCC(=O)OC[C@H](COP(=O)(O)OC[C@@H](C(=O)O)N)O 1-(9Z-pentadecenoyl)-glycero-3-phosphoserine